1-[4-(morpholinomethyldimethoxysilyl)phenyl]-1-phenylethylene O1CCN(CC1)C[Si](C1=CC=C(C=C1)C(=C)C1=CC=CC=C1)(OC)OC